(R)-1-((7-cyano-2-(3'-(5-(cyclopropylmethyl)-4,5,6,7-tetrahydrothiazolo[5,4-c]pyridin-2-yl)-2,2'-dimethyl-[1,1'-biphenyl]-3-yl)benzo[d]oxazol-5-yl)methyl)pyrrolidine-3-carboxylic acid C(#N)C1=CC(=CC=2N=C(OC21)C=2C(=C(C=CC2)C2=C(C(=CC=C2)C=2SC=1CN(CCC1N2)CC2CC2)C)C)CN2C[C@@H](CC2)C(=O)O